1-((3S)-4-(5-chloro-7-fluoro-6-(3-hydroxy-1-naphthalenyl)-2,1-benzothiazol-3-yl)-3-(hydroxymethyl)-1-piperazinyl)-2-propen-1-one ClC=1C(=C(C=2C(=C(SN2)N2[C@@H](CN(CC2)C(C=C)=O)CO)C1)F)C1=CC(=CC2=CC=CC=C12)O